C(C)(C)(C)OC(=O)N1CCC=2N(N=C3C(C(NCC1C23)=O)O)C2=CC=C(C=C2)C2CC2.NCCNCCC[Si](OC)(OC)C 3-(2-aminoethyl-amino)propyl-methyl-dimethoxysilane tert-butyl-2-(4-cyclopropylphenyl)-9-hydroxy-8-oxo-2,3,4,5a,6,7,8,9-octahydro-5H-1,2,5,7-tetraazabenzo[cd]azulene-5-carboxylate